furan-2,4(3h,5h)-dione O1C(CC(C1)=O)=O